N-methylethan-1-amine monofumarate C(\C=C\C(=O)O)(=O)O.CNCC